C(C(C)C)C1=C(C=C(C=C1)C1=CC=C(C=C1)B(O)O)[N+](=O)[O-] 4'-ISOBUTYL-3'-NITROBIPHENYL-4-YLBORONIC ACID